C(#N)C1(CCC(CC1)C(=O)NCCOCCOCCNC(OC(C)(C)C)=O)C1=CC(=C(C=C1)OC)OC1CCCC1 tert-butyl (2-(2-(2-((1s,4s)-4-cyano-4-(3-(cyclopentyloxy)-4-methoxyphenyl)cyclohexane-1-carboxamido)ethoxy)ethoxy)ethyl)carbamate